N-[2-(3-amino-propylamino)ethyl]-4-[[3-(2,3-difluoro-4-methoxyphenyl)imidazo[1,2-a]pyrazin-8-yl]amino]-2-ethylbenzamide NCCCNCCNC(C1=C(C=C(C=C1)NC=1C=2N(C=CN1)C(=CN2)C2=C(C(=C(C=C2)OC)F)F)CC)=O